N1(CCNCC1)C1=CC=C(C=N1)N 6-(piperazin-1-yl)pyridin-3-amine